(E)-3-(5-trimethylstannanyl-furan-2-yl)-propenal C[Sn](C1=CC=C(O1)/C=C/C=O)(C)C